C(C)(C)(C)OC(=O)N([C@H](C(=O)O)CCCC1=CC=CC=C1)C (S)-2-((tert-Butoxycarbonyl)(methyl)amino)-5-phenylpentanoic acid